bis(tributyltin) tin [Sn].C(CCC)[Sn](CCCC)CCCC.C(CCC)[Sn](CCCC)CCCC